N-Benzyl-N'-cyclohexyl-9H-purine-2,6-diamine C(C1=CC=CC=C1)NC1=NC(=C2N=CNC2=N1)NC1CCCCC1